ClC1=NC(=NC(=C1)N1[C@@H](COCC1)C)N=S(=O)(C)C (R)-((4-chloro-6-(3-methylmorpholino)pyrimidin-2-yl)imino)dimethyl-λ6-sulfanone